C(C)(C)S(=O)C=1C=C(C=NC1)C(CC#N)N1N=CC(=C1)C=1C2=C(N=CN1)NC=C2 3-[5-(isopropylsulfinyl)pyridin-3-yl]-3-[4-(7H-pyrrolo[2,3-d]-pyrimidin-4-yl)-1H-pyrazol-1-yl]-propanenitrile